benzyl ((S)-5,5,5-trifluoro-4,4-dimethyl-1-(2-(((3R,5R)-2-oxo-5-(trifluoromethyl)piperidin-3-yl)methyl)-3-(tetrahydro-2H-pyran-4-yl)imidazo[1,2-b][1,2,4]triazin-6-yl)pentyl)carbamate FC(C(CC[C@@H](C=1N=C2N(N=C(C(=N2)C2CCOCC2)C[C@@H]2C(NC[C@@H](C2)C(F)(F)F)=O)C1)NC(OCC1=CC=CC=C1)=O)(C)C)(F)F